5-[4-(2-pyridinyl)piperazin-1-yl]-1,3-dihydroimidazo[4,5-b]pyridin-2-one N1=C(C=CC=C1)N1CCN(CC1)C1=CC=C2C(=N1)NC(N2)=O